octylquinolin C(CCCCCCC)C1=NC2=CC=CC=C2C=C1